BrC1=C(C=CC=C1)CCCC1=CC=CC=C1 1-(2-bromophenyl)-3-phenylpropan